CS(=O)(=O)C1CC2(CNC2)C1 6-(methylsulfonyl)-2-azaspiro[3.3]Heptane